6,7-dimethyl-5,6,7,8-tetrahydropterin CC1NC=2C(NC(=NC2NC1C)N)=O